1,3-diphenyl-1H-isoindolecarboxylic acid C1(=CC=CC=C1)C1(N=C(C2=CC=CC=C12)C1=CC=CC=C1)C(=O)O